BrN1N=CC2=CC(=CC(=C12)CCCl)OC bromo-7-(2-chloroethyl)-5-methoxy-1H-indazole